CN1CCN(C2CC12)C=1C=CC(=C(N)C1)OC(F)(F)F 5-(5-Methyl-2,5-diazabicyclo[4.1.0]heptan-2-yl)-2-(trifluoromethoxy)aniline